OC(CCCC1=CCC(CC1)C=O)(C)C 4-(4-hydroxy-4-methylpentyl)cyclohex-3-en-1-carbaldehyde